2-nitro-6-(prop-1-en-2-yl)pyridine [N+](=O)([O-])C1=NC(=CC=C1)C(=C)C